O[C@@H]1CN(CC[C@@]12NCC1=CC=CC=C1C2)C(=O)C=2N=C1N(C=C(C=N1)C1(C(C1)(C)C)C#N)C2 1-{2-[(3R,3'R)-3'-hydroxy-1,4-dihydro-1'H,2H-spiro[isoquinoline-3,4'-piperidine]-1'-carbonyl]imidazo[1,2-a]pyrimidin-6-yl}-2,2-dimethylcyclopropane-1-carbonitrile